2-[(2S,5R)-2,5-dimethylpiperazin-1-yl]quinoxaline C[C@@H]1N(C[C@H](NC1)C)C1=NC2=CC=CC=C2N=C1